C(O)C1(N[C@@H](CC2C3=CC=CC=C3N=C12)C(=O)OCC1=CC=CC=C1)CO benzyl (3S)-1,1-dimethylol-tetrahydro-β-carboline-3-carboxylate